methyl 4-(5-amino-4-((((4-fluorophenyl)methyl-d2)sulfonyl)oxy)-3-oxo-2,3-dihydrofuran-2-yl-2-d)-2-fluorobenzoate NC1=C(C(C(O1)([2H])C1=CC(=C(C(=O)OC)C=C1)F)=O)OS(=O)(=O)C([2H])([2H])C1=CC=C(C=C1)F